C(C1=CC=CC=C1)OC1=C(C(=CC(=C1)CCC)OCC1=CC=CC=C1)C1=C2C(C(N(C2=CC=C1F)CC)=O)=O 4-(2,6-Bis(benzyloxy)-4-propylphenyl)-1-ethyl-5-fluoroindoline-2,3-dione